CP(=O)(C)C1=CC(=C(C=C1)NC=1N=C(C2=C(N1)NC=C2C#N)NCCOC)OC 2-((4-(dimethylphosphoryl)-2-methoxyphenyl)amino)-4-((2-methoxyethyl)amino)-7H-pyrrolo[2,3-d]pyrimidine-5-carbonitrile